(R)-N-(2-(2-methoxypyrimidin-4-yl)-1H-pyrrolo[3,2-c]pyridin-6-yl)-3-methyl-1-((tetrahydrofuran-3-yl)methyl)-1H-pyrazole-4-carboxamide COC1=NC=CC(=N1)C1=CC=2C=NC(=CC2N1)NC(=O)C=1C(=NN(C1)C[C@@H]1COCC1)C